Cl.N[C@H](C(=O)N[C@H](C(=O)OC)CC(C)C)CC(C)(C)C (S)-methyl 2-((S)-2-amino-4,4-dimethylpentanoylamino)-4-methylpentanoate hydrochloride